N-phenyl-azetidine C1(=CC=CC=C1)N1CCC1